OC1(CCC(CC1)=O)C1=CC=C(C=N1)C(=O)O 6-(1-hydroxy-4-oxocyclohexyl)pyridine-3-carboxylic acid